2,3-dimethylpentasilane C[SiH]([SiH3])[SiH]([SiH2][SiH3])C